CC(N)C1=CC=CC=C1 methyl-1-phenylmethanamine